C(C)(C)C1=C2C=C(N=CC2=C(C=C1)N1[C@@H]([C@H](C1)CS(=O)(=O)C)C)NC1=NC(=NC=C1)N1C[C@@H]([C@@H](CC1)OC)O (3S,4R)-1-(4-(5-isopropyl-8-((2R,3S)-2-methyl-3-(methylsulfonylmethyl)azetidin-1-yl)isoquinolin-3-ylamino)pyrimidin-2-yl)-4-methoxypiperidin-3-ol